1-(5-(2-Fluoro-5-((4-oxo-3,4-dihydrophthalazin-1-yl)methyl)phenyl)-1H-benzoimidazol-2-yl)-3-(oxetan-3-yl)urea FC1=C(C=C(C=C1)CC1=NNC(C2=CC=CC=C12)=O)C1=CC2=C(NC(=N2)NC(=O)NC2COC2)C=C1